CN1N=C(C=C1C(=O)N[C@H](C)C1=NC(=NS1)C1=CC(=NC=C1)OC)C(F)(F)F 2-methyl-N-[(1R)-1-[3-(2-methoxy-4-pyridyl)-1,2,4-thiadiazol-5-yl]ethyl]-5-(trifluoromethyl)pyrazole-3-carboxamide